3-Oxohexahydroimidazo[1,5-a]pyrazine-7(1H)-carboxylic acid (S)-benzyl ester C(C1=CC=CC=C1)OC(=O)N1CC2N(CC1)C(NC2)=O